N-({(1r,4r)-4-[6-(1-tert-butyl-1H-pyrazol-4-yl)-2H-indazol-2-yl]cyclohexyl}methyl)-3,5-difluoro-4-hydroxybenzamide C(C)(C)(C)N1N=CC(=C1)C=1C=CC2=CN(N=C2C1)C1CCC(CC1)CNC(C1=CC(=C(C(=C1)F)O)F)=O